Cl.C(C)N1CCN(CC1)CC=1C=CC(=NC1)NC1=NC=C(C(=N1)C=1C=C2C(=CC(=NC2=C(C1)F)C)C(C)(C)O)F 2-(6-(2-((5-((4-Ethylpiperazin-1-yl)methyl)pyridin-2-yl)amino)-5-fluoropyrimidin-4-yl)-8-fluoro-2-methylquinolin-4-yl)propan-2-ol hydrochloride